C(C(=O)O)(=O)O.C1OCC12CCNCC2 2-Oxa-7-azaspiro[3.5]nonane oxalate